C(=O)(OC(C)(C)C)C(C(=O)N)ON Boc-aminooxyacetamide